bis(4-((1,3-bis((3-cyclohexylpropanoyl)oxy)propan-2-yl)oxy)-4-oxobutyl)ammonium Chloride [Cl-].C1(CCCCC1)CCC(=O)OCC(COC(CCC1CCCCC1)=O)OC(CCC[NH2+]CCCC(OC(COC(CCC1CCCCC1)=O)COC(CCC1CCCCC1)=O)=O)=O